O\N=C(\C1=CC=C(C=C1)[N+](=O)[O-])/Cl (Z)-N-hydroxy-4-nitrobenzimidoyl chloride